FC(C=1C=C(CON=CC)C=CC1)(F)F ethane-1-one O-(3-(trifluoromethyl)benzyl) oxime